methyl (4-(5-(1-oxo-5-(piperidin-1-yl)-1,3-dihydro-2H-isoindol-2-yl)-1H-benzimidazol-2-yl)phenoxy)acetate O=C1N(CC2=CC(=CC=C12)N1CCCCC1)C1=CC2=C(NC(=N2)C2=CC=C(OCC(=O)OC)C=C2)C=C1